bis[2-(butyldimethoxysilyl)1-phenyl-3-propyl-1,3-propanedione] platinum (II) [Pt+2].C(CCC)[Si](C(C(=O)C1=CC=CC=C1)C(=O)CCC)(OC)OC.C(CCC)[Si](C(C(=O)C1=CC=CC=C1)C(=O)CCC)(OC)OC